tert-butyl 3-(1-methyl 7-methylsulfanyl-2-oxo-4H-pyrimido[4,5-d]pyrimidin-3-yl)azetidine-1-carboxylate CN1C(N(CC=2C1=NC(=NC2)SC)C2CN(C2)C(=O)OC(C)(C)C)=O